C(C)(C)(C)OC(N[C@@H]1CN(CCC1)C1=NC=C(C2=CC(=C(C=C12)OC)C(N)=O)I)=O (S)-(1-(6-carbamoyl-4-iodo-7-methoxyisoquinolin-1-yl)piperidin-3-yl)carbamic acid tert-butyl ester